CC(C)(C)C1=C(C=CC(=C1)C(C)(C)C)O 2,4-bis(1,1-dimethylethyl)phenol